1-benzyl-4-hydroxymethyl-1,2,3,6-tetrahydropyridine C(C1=CC=CC=C1)N1CCC(=CC1)CO